C1(CC1)C(=O)NC1=CC=C(C(=O)[O-])C=C1 4-(cyclopropanecarbonylamino)benzoate